ClC1=C(C=CC=C1)CC(=O)NC1=CC(=NC=C1)N(C(C)=O)C1=C(C=C(C=C1)F)F N-{4-[2-(2-chlorophenyl)acetamido]pyridin-2-yl}-N-(2,4-difluorophenyl)acetamide